bromoheptynic acid anhydride BrC(C#CC(=O)OC(C#CC(CCC)Br)=O)CCC